C(C)(C)N.C1(=CC=CC=C1)S(=O)(=O)OCCCCCCCCCCCC dodecyl benzenesulfonate isopropylamine salt